(R)-6-phenyl-4-azaspiro[2.4]heptane C1(=CC=CC=C1)[C@@H]1CNC2(CC2)C1